FC(C=1C=C(OC2=CC=C(C=C2)C2CCCN3C2=NS(CC3)(=O)=O)C=CC1)(F)F 9-{4-[3-(trifluoromethyl)-phenoxy]phenyl}-3,4,6,7,8,9-hexahydropyrido[2,1-c][1,2,4]thiadiazine 2,2-dioxide